methyl (3R,4S)-4-allyl-3-[(trifluoroacetyl)amino]pyrrolidine-3-carboxylate trifluoroacetate FC(C(=O)O)(F)F.C(C=C)[C@@H]1[C@@](CNC1)(C(=O)OC)NC(C(F)(F)F)=O